3-ethyl 2-methyl (3S,4aS,8aR)-6-oxo-decahydroisoquinoline-2,3-dicarboxylate O=C1C[C@@H]2C[C@H](N(C[C@@H]2CC1)C(=O)OC)C(=O)OCC